FC=1C=C2NC(C=3N(C2=CC1C1=C2C=CNC2=CC(=C1)F)C(=NN3)C)(C)C 7-fluoro-8-(6-fluoro-1H-indol-4-yl)-1,4,4-trimethyl-5H-[1,2,4]triazolo[4,3-a]quinoxaline